tert-butyl (R)-3-(4-nitro-1,3-dioxoisoindolin-2-yl)pyrrolidine-1-carboxylate [N+](=O)([O-])C1=C2C(N(C(C2=CC=C1)=O)[C@H]1CN(CC1)C(=O)OC(C)(C)C)=O